2-cyano-4,4-dimethylpent-2-enoic acid C(#N)C(C(=O)O)=CC(C)(C)C